C(CC)OC1=CC=CC2=C(C=CC=C12)OCCC 1,5-dipropoxynaphthalene